COC(N[C@H](C(=O)NC=1C(N(C=CC1)CC=1NC2=C(C=C(C=C2C1)F)OCC(F)F)=O)CC\C=C\C(=O)N(C)C)=O Methyl-(S,E)-(1-((1-((7-(2,2-difluoroethoxy)-5-fluoro-1H-indol-2-yl)methyl)-2-oxo-1,2-dihydropyridin-3-yl)amino)-7-(dimethylamino)-1,7-dioxohept-5-en-2-yl)carbamat